Methyl 7-bromo-5-((tert-butoxycarbonyl)amino)-1-methyl-1H-indole-3-carboxylate BrC=1C=C(C=C2C(=CN(C12)C)C(=O)OC)NC(=O)OC(C)(C)C